9-(4-(1,1-diphenylethyl)pyridin-2-yl)-9H-carbazol-2-ol C1(=CC=CC=C1)C(C)(C1=CC=CC=C1)C1=CC(=NC=C1)N1C2=CC=CC=C2C=2C=CC(=CC12)O